C(C)(C)(C)OC(=O)C=1C=2N(C(=CC1OC(C(C)(C)C)=O)I)N=CN2 5-iodo-7-(pivaloyloxy)-[1,2,4]triazolo[1,5-a]pyridine-8-carboxylic acid tert-butyl ester